C(C=C)(=O)NC1(CCCCC1)C(=O)NCC=1SC=CC1 1-(prop-2-enamido)-N-[(thiophen-2-yl)methyl]cyclohexane-1-carboxamide